cyclopentyl(4-(2-methyl-4-((6-(piperazin-1-yl)pyrido[3,4-d]pyrimidin-4-yl)amino)phenoxy)piperidin-1-yl)methanone hydrochloride Cl.C1(CCCC1)C(=O)N1CCC(CC1)OC1=C(C=C(C=C1)NC=1C2=C(N=CN1)C=NC(=C2)N2CCNCC2)C